ethyl difluoroethyl carbonate bis(2,2-difluoroethyl)carbonate FC(COC(OCC(F)F)=O)F.C(OCC)(OCC(F)F)=O